C12N(CC(NC1)CC2)C=2C1=C(N=C(N2)OC[C@]23CCCN3C[C@](C2)([2H])F)C(=C(N=C1)C1=CC(=CC2=CC=C(C(=C12)C#C[2H])F)O)F 4-(4-(2,5-Diazabicyclo[2.2.2]octan-2-yl)-8-fluoro-2-(((2R,7aS)-2-fluorotetrahydro-1H-pyrrolizin-7a(5H)-yl-2-d)methoxy)pyrido[4,3-d]pyrimidin-7-yl)-5-(ethynyl-d)-6-fluoronaphthalen-2-ol